FC=1C=CC(=NC1)C(OC1=CC(N(C=C1)C=1C=CC=2C3=C(N(C2C1)C([2H])([2H])[2H])CC(NC3([2H])[2H])([2H])[2H])=O)([2H])[2H] 4-((5-fluoropyridin-2-yl)methoxy-d2)-1-(5-(methyl-d3)-2,3,4,5-tetrahydro-1H-pyrido[4,3-b]indol-7-yl-1,1,3,3-d4)pyridin-2(1H)-one